ClC=1C(=NC=C(C1)C(F)(F)F)NC1=C(C(=C(C=C1[N+](=O)[O-])C(F)(F)F)Cl)[N+](=O)[O-] 3-chloro-N-[3-chloro-2,6-dinitro-4-(trifluoromethyl)phenyl]-5-(trifluoromethyl)-2-pyridinamine